C(C)(C)(C)C=1C=C(CN2C(N(C(N(C2=O)CC2=CC(=C(C(=C2)C(C)(C)C)O)C(C)(C)C)=O)CC2=CC(=C(C(=C2)C(C)(C)C)O)C(C)(C)C)=O)C=C(C1O)C(C)(C)C 1,3,5-tris(3,5-di-tert-butyl-4-hydroxybenzyl)-s-triazine-2,4,6(1H,3H,5H)-trione